4-(tert-butylthio)thiazole C(C)(C)(C)SC=1N=CSC1